2λ6-1,2-oxathiolan-2,2-dione O1S(CCC1)(=O)=O